O=C1OC2=C(C(N1CC(=O)O)=O)N=CC(=C2)C2=CC=C(C=C2)OC2=CC(=C(C(=C2)F)F)F 2-{2,4-dioxo-7-[4-(3,4,5-trifluorophenoxy)phenyl]-2H-pyrido[2,3-e][1,3]oxazin-3(4H)-yl}acetic acid